C(C)(C)(C)OC(=O)N1CCC2(CC1)CN(C1=CC=CC=C12)CC1=CC=C(C=C1)C(F)(F)F 1-(4-(trifluoromethyl)benzyl)spiro[indole-3,4'-piperidine]-1'-carboxylic acid tert-butyl ester